5-(4-((2-(3-cyclopropylureido)pyridin-4-yl)methyl)piperazin-1-yl)-N,6-dimethylpicolinamide C1(CC1)NC(NC1=NC=CC(=C1)CN1CCN(CC1)C=1C=CC(=NC1C)C(=O)NC)=O